2-[4-[[(8-chloro-7,9-dimethyl-pyrido[3',2':4,5]thieno[3,2-d]pyrimidin-4-yl)amino]methyl]-2-fluoro-phenyl]propan-2-ol ClC1=C(C2=C(SC3=C2N=CN=C3NCC3=CC(=C(C=C3)C(C)(C)O)F)N=C1C)C